COC=1C=CC=2N3C=CC(=NC3=NC2C1)C(=O)NC=1C=NC(=CC1)OCCOC 5-methoxy-N-[6-(2-methoxyethoxy)pyridin-3-yl]-1,8,10-triazatricyclo[7.4.0.02,7]trideca-2(7),3,5,8,10,12-hexaene-11-carboxamide